C[Si](CCOCN1N=CN=C1N)(C)C 2-(2-trimethylsilylethoxymethyl)-1,2,4-triazol-3-amine